CC1=C2C=NN(C2=CC=C1)C(C1=CC=CC=C1)(C1=CC=CC=C1)C1=CC=CC=C1 4-methyl-1-trityl-1H-indazol